6-(1-Methyl-1H-pyrazol-4-yl)-3-(piperidin-4-ylethynyl)isoquinoline CN1N=CC(=C1)C=1C=C2C=C(N=CC2=CC1)C#CC1CCNCC1